N1C[C@H](CCC1)C1=CC=C(C=C1)NC(=O)C1=NC=C(N=C1)Cl |r| (RS)-5-Chloro-pyrazine-2-carboxylic acid (4-piperidin-3-yl-phenyl)-amide